mono(2-ethylhexyl) ether C(C)C(COCC(CCCC)CC)CCCC